tributylbismuth oxide C(CCC)[Bi](CCCC)(CCCC)=O